C(=O)(O)C1=CC=C(C=C1)C1=CC=C(C=C1)C1=CC(=CC(=C1)C1=CC=C(C=C1)C1=CC=C(C=C1)C(=O)O)C1=CC=C(C=C1)C1=CC=C(C=C1)C(=O)O 1,3,5-tri(4'-carboxyl-[1,1'-biphenyl]-4-yl)benzene